C(C)(C)(C)OC(=O)N[C@H](C(=O)N1[C@@H](C[C@@H](C1)C(C)C)C(=O)OC)C(C)(C)C methyl (2S,4R)-1-((S)-2-((tert-butoxycarbonyl)amino)-3,3-dimethylbutanoyl)-4-isopropylpyrrolidine-2-carboxylate